C(C)(=O)N(C1=C(C=C(C=C1)C1=CC=C(C=N1)C(=O)NCC=1C=NC=CC1)CC)C 6-[4-[acetyl(methyl)amino]-3-ethyl-phenyl]-N-(3-pyridylmethyl)pyridine-3-carboxamide